(3,5-dimethylisoxazol-4-yl)-4-(phenyl-(tetrahydro-2H-pyran-4-yl)methyl)-4H-thiophene CC1=NOC(=C1C=1SCC(C1)C(C1CCOCC1)C1=CC=CC=C1)C